4-[5-(3,5-Dichloro-phenyl)-5-trifluoromethyl-4,5-dihydro-isoxazol-3-yl]-2-methyl-N-[(2,2,2-trifluoro-ethylcarbamoyl)-methyl]-benzamide ClC=1C=C(C=C(C1)Cl)C1(CC(=NO1)C1=CC(=C(C(=O)NCC(NCC(F)(F)F)=O)C=C1)C)C(F)(F)F